NC1=C2C(=NC=N1)N(N=C2C2=C(C=C(C=C2)OC2=CC=CC=C2)F)[C@H]2CN(CCC2)C(=O)C(C#N)=CC(C)(N2CCNCC2)C 2-((R)-3-(4-amino-3-(2-fluoro-4-phenoxyphenyl)-1H-pyrazolo[3,4-d]pyrimidin-1-yl)piperidine-1-carbonyl)-4-methyl-4-(piperazin-1-yl)pent-2-enenitrile